C(C)(C)(C)OC(=O)N1C(CN(CC1)CCOC1=C(C=C(C=C1)NC(C(=O)OC)(C)C)CC)C 4-(2-(2-ethyl-4-((1-methoxy-2-methyl-1-oxopropan-2-yl)amino)phenoxy)ethyl)-2-methylpiperazine-1-carboxylic acid tert-butyl ester